9,9',9''-(5-(4,6-diphenyl-1,3,5-triazine-2-yl)benzene-1,2,3-triyl)tris(9H-carbazole) C1(=CC=CC=C1)C1=NC(=NC(=N1)C1=CC=CC=C1)C=1C=C(C(=C(C1)N1C2=CC=CC=C2C=2C=CC=CC12)N1C2=CC=CC=C2C=2C=CC=CC12)N1C2=CC=CC=C2C=2C=CC=CC12